CN([C@@H]1CNCC1)C1COCC1 (3S)-N-Methyl-N-(tetrahydrofuran-3-yl)pyrrolidin-3-amine